C(C)(C)(C)OC([C@H](CC1=CC(=C(C=C1)Br)F)N)=O (2S)-2-amino-3-(4-bromo-3-fluorophenyl)propionic acid tert-butyl ester